FC(S(=O)(=O)OC1C(N(C(CC1)=O)CC1=CC=C(C=C1)OC)=O)(F)F 1-[(4-methoxyphenyl) methyl]-2,6-dioxopiperidin-3-yl trifluoromethanesulfonate